NC=1C(C(C1N1C(C(NC2=C(C1)C=CC=C2)=O)C(C)C)=O)=O 3-amino-4-(3-isopropyl-2-oxo-1,2,3,5-tetrahydro-4H-benzo[1,4]diazepin-4-yl)cyclobut-3-ene-1,2-dione